C(C)(C)(C)OC(=O)NC/C(=C/C(=O)OCC)/OS(=O)(=O)C1=CC=C(C=C1)C ethyl (2Z)-4-[(tert-butoxycarbonyl)amino]-3-[(4-methylbenzenesulfonyl)oxy]but-2-enoate